3-isopropyl-5-(1,4-dioxaspiro[4.4]non-7-yl)-1H-pyrrolo[3,2-b]pyridine-1-carboxylic acid tert-butyl ester C(C)(C)(C)OC(=O)N1C=C(C2=NC(=CC=C21)C2CC1(OCCO1)CC2)C(C)C